COC1=C(N)C=CC(=C1)C1(CC1)N1CCOCC1 2-methoxy-4-(1-morpholinylcyclopropyl)aniline